C(CCC)C1=NC=2C(=C3C(=NC2N)C=C(S3)C3CCN(CC3)C)N1CC1CCN(CC1)C 2-butyl-7-(1-methylpiperidin-4-yl)-1-((1-methylpiperidin-4-yl)methyl)-1H-imidazo[4,5-d]thieno[3,2-b]pyridine-4-amine